C(C1=CC=CC=C1)OC1=NC(=CC=C1N1C(N(C2=C1C=C(C=C2)N2CCC(CC2)OC2CCC(CC2)C(OC)OC)C)=O)OCC2=CC=CC=C2 3-(2,6-bis(benzyloxy)pyridin-3-yl)-5-(4-(((1r,4r)-4-(dimethoxymethyl)cyclohexyl)-oxy)piperidin-1-yl)-1-methyl-1,3-dihydro-2H-benzo[d]imidazol-2-one